FC=1C=C(C=CC1F)[C@@H]1[C@H](CN[C@@H](C1)CCCN1CCOCC1)C1=C(SC2=C1C=1N(CCO2)N=CC1)C(=O)N ((3S,4S,6R)-4-(3,4-difluorophenyl)-6-(3-morpholinopropyl)piperidin-3-yl)-5,6-dihydropyrazolo[1,5-d]thieno[3,2-f][1,4]oxazepine-2-carboxamide